C(#N)C1=C(SC(=C1C)C)NC(CSC(C(=O)O)(C)C)=O 2-((2-((3-cyano-4,5-dimethylthiophen-2-yl)amino)-2-oxoethyl)thio)-2-methylpropanoic acid